ClC=1C(=C(C=CC1Cl)NC1=NC=NC2=CC(=C(C=C12)C=CC(=O)[O-])OC)F 4-((3,4-dichloro-2-fluorophenyl) amino)-7-methoxyquinazoline-6-acrylate